2-cyanothiophen C(#N)C=1SC=CC1